2,2-bis(hydroxymethyl)tolylacetic acid OCC1(C(C=CC=C1CC(=O)O)C)CO